BrC1=NC=C(C(=C1N)OC)C 2-Bromo-4-methoxy-5-methylpyridin-3-amine